N-(trans-3-(7-hydroxy-3,7-dihydro-[1,2]oxaborinino[5,6-d]pyrrolo[2,3-b]pyridin-9-yl)cyclobutyl)cyclopropanesulfonamide OB1OC=2C(=C3C(=NC2)NC=C3)C(=C1)[C@@H]1C[C@H](C1)NS(=O)(=O)C1CC1